C(#C)C1=CN=C2N1C=C(C=C2)C=2C=CC(=C(C2)NC(=O)N2OCC[C@H]2C2=CC=CC=C2)C (S)-N-(5-(3-ethynylimidazo[1,2-a]pyridin-6-yl)-2-methylphenyl)-3-phenylisoxazolidine-2-carboxamide